ClC=1C=CC(=NC1)C=1N=NN(C1)[C@H](C(=O)N1[C@@H](C[C@H](C1)O)C(=O)NC)C(C)(C)C (2S,4R)-1-[(2S)-2-[4-(5-chloro-2-pyridyl)triazol-1-yl]-3,3-dimethyl-butanoyl]-4-hydroxy-N-methyl-pyrrolidine-2-carboxamide